3-(3-((6-amino-3-methyl-2-oxo-2,3-dihydro-1H-benzo[d]imidazol-4-yl)oxy)propyl)-4,4-difluoro-5-methylpiperidine-1-carboxylate NC=1C=C(C2=C(NC(N2C)=O)C1)OCCCC1CN(CC(C1(F)F)C)C(=O)[O-]